2-(Trimethylsilyl)ethyl (6S,10R)-9-methyl-6,9,10,11-tetrahydro-2H-6,10-methanoazonino[4,5,6-cd]indole-7-carboxylate CC1C2=C3C=4CN=C3C[C@H]1C[C@@H](C(=C2)C(=O)OCC[Si](C)(C)C)N=CC4